C(C)(=O)C=1C=C(C=CC1)NC(=O)NC=1C=C2C(N(C(N(C2=CC1)CC1=C(C=C(C=C1)C#N)F)=O)CCOC)=O 1-(3-Acetylphenyl)-3-(1-(4-cyano-2-fluorobenzyl)-3-(2-methoxyethyl)-2,4-dioxo-1,2,3,4-tetrahydroquinazolin-6-yl)urea